glycerol tritrimellitate C(C=1C(C(=O)O)=CC(C(=O)O)=CC1)(=O)O.C(C=1C(C(=O)O)=CC(C(=O)O)=CC1)(=O)O.C(C=1C(C(=O)O)=CC(C(=O)O)=CC1)(=O)O.OCC(O)CO